C(CCC)N1C([C@H](NC(C12CCN(CC2)CC2=CC=C(OC1=CC=C(C(=O)O)C=C1)C=C2)=O)[C@H](O)C2CCCCC2)=O 4-(4-{[(3R)-1-butyl-3-[(R)-cyclohexyl(hydroxy)methyl]-2,5-dioxo-1,4,9-triazaspiro[5.5]undecan-9-yl]methyl}phenoxy)benzoic acid